7-((S)-1-methoxypropane-2-yl)-2-((1-((S)-1-methoxypropane-2-yl)-3-(oxetan-3-yloxy)-1H-pyrazol-4-yl)amino)-7H-pyrrolo[2,3-d]pyrimidine-6-carbonitrile COC[C@H](C)N1C(=CC2=C1N=C(N=C2)NC=2C(=NN(C2)[C@H](COC)C)OC2COC2)C#N